C(C1=CC=CC=C1)C1=C(SC=2N3C([C@@H](OCC21)C)=NN=C3C)C#CC=3C=NN(C3)CCCC#CC3=C2CN(C(C2=CC=C3)=O)C3C(NC(CC3)=O)=O 3-(4-(5-(4-(((S)-3-Benzyl-6,9-dimethyl-4H,6H-thieno[2,3-e][1,2,4]triazolo[3,4-c][1,4]oxazepin-2-yl)ethynyl)-1H-pyrazol-1-yl)pent-1-yn-1-yl)-1-oxoisoindolin-2-yl)piperidin-2,6-dion